2-(1-(oct-3-yloxy)prop-1-en-2-yl)naphthalene tert-butyl-4-((4-(4-(2,4-dioxotetrahydropyrimidin-1(2H)-yl)-1H-indazol-1-yl)piperidin-1-yl)methyl)-4-fluoropiperidine-1-carboxylate C(C)(C)(C)OC(=O)N1CCC(CC1)(F)CN1CCC(CC1)N1N=CC2=C(C=CC=C12)N1C(NC(CC1)=O)=O.CCC(CCCCC)OC=C(C)C1=CC2=CC=CC=C2C=C1